FC1=C(C(=CC=C1)COC)C(C)O 1-(2-fluoro-6-(methoxymethyl)phenyl)ethan-1-ol